N-(3-cyano-4-methyl-1H-indol-7-yl)-2-(4-piperidyl)thiazole-5-sulfonamide C(#N)C1=CNC2=C(C=CC(=C12)C)NS(=O)(=O)C1=CN=C(S1)C1CCNCC1